(R)-5-(2-Aminopropoxy)-2-methyl-N-(1-(3-(thiophen-2-yl)naphthalen-1-yl)cyclopropyl)benzamide N[C@@H](COC=1C=CC(=C(C(=O)NC2(CC2)C2=CC(=CC3=CC=CC=C23)C=2SC=CC2)C1)C)C